2-(2-isopropylphenyl)-7-methyl-9-(4-(1-methyl-5-(trifluoromethyl)-1H-1,2,4-triazol-3-yl)benzyl)-7,9-dihydro-8H-purin-8-one C(C)(C)C1=C(C=CC=C1)C1=NC=C2N(C(N(C2=N1)CC1=CC=C(C=C1)C1=NN(C(=N1)C(F)(F)F)C)=O)C